CN(C1(CCC2(CN(C(N2CC2(CCC2)O)=O)C2=C(C#N)C=CC=C2)CC1)C1=CC=CC=C1)C cis-2-(8-(dimethylamino)-1-((1-hydroxycyclobutyl)methyl)-2-oxo-8-phenyl-1,3-diazaspiro[4.5]decan-3-yl)benzonitrile